LINALYL ISOVALERATE C(CC(C)C)(=O)OC(C)(C=C)CCC=C(C)C